N1=C(SC2=C1CCOC2)NC2=NC1=C(N2C)C=CC(=C1)C(=O)OC methyl 2-((6,7-dihydro-4H-pyrano[4,3-d]thiazol-2-yl) amino)-1-methyl-1H-benzo[d]imidazole-5-carboxylate